FC(C(C)N(N)C(C1=CC=CC=C1)=O)(F)F N-(1,1,1-trifluoropropane-2-yl)benzohydrazide